C(C)(C)(C)OC(CN1C(NC2=CC=C(C(=C2C1C)F)F)=O)=O.CS(=O)(=O)CCCCCCS(=O)(=O)C 1,6-dimethyl-sulfonyl-hexane tert-Butyl-2-(5,6-difluoro-4-methyl-2-oxo-1,4-dihydroquinazolin-3-yl)acetate